C(C)(C)(C)OC(=O)N1[C@H]([C@@H]2C[C@@H]2C1=O)C(=O)O (1R,2R,5S)-3-(tert-butoxycarbonyl)-4-oxo-3-azabicyclo[3.1.0]hexane-2-carboxylic acid